4-(4-methoxy-6-(4-(methylsulfonyl)piperazin-1-yl)pyrimidin-2-yl)benzonitrile COC1=NC(=NC(=C1)N1CCN(CC1)S(=O)(=O)C)C1=CC=C(C#N)C=C1